FC(COC(N(C1=NC=C(N=C1)C=1C=NC(=NC1)OC)[C@@H]1CC[C@H](CC1)NC1=NC=C(C(=N1)C=1C=NC=C(C1)S(=O)(=O)C)C(F)(F)F)=O)F 2,2-difluoroethyl(trans-4-((4-(5-(methanesulfonyl)-pyridin-3-yl)-5-(trifluoromethyl)pyrimidin-2-yl)amino)cyclohexyl)(5-(2-methoxypyrimidin-5-yl)pyrazin-2-yl)carbamate